O=C1NC(CCC1NC=1C=CC=C(C1)S(=O)(=O)F)=O 5-[(2,6-dioxo-3-piperidyl)amino]benzenesulfonyl fluoride